ClC1=CC2=C(C=N1)N=C(S2)NC2CCN(CC2)C(C)=O 1-(4-((6-chlorothiazolo[4,5-c]pyridin-2-yl)amino)piperidine-1-yl)ethanone